(S)-2-(((2-chlorophenyl)(phenyl)methyl)(methyl)amino)-N-(4-fluorophenyl)-5-hydroxy-1-methyl-6-oxo-1,6-dihydropyrimidine-4-carboxamide ClC1=C(C=CC=C1)[C@H](C1=CC=CC=C1)N(C=1N(C(C(=C(N1)C(=O)NC1=CC=C(C=C1)F)O)=O)C)C